ClC=1N=C2C(=C(C=NC2=CC1F)C#N)O 6-chloro-7-fluoro-4-hydroxy-1,5-naphthyridine-3-carbonitrile